C(C)(C)(C)C1=CC(C2=NC3=CC=C(C=C3C2=C1)C(C)(C)C)=O 3,6-di-tert-butylcarbazoleOne